NC=1C=2N(C3=CC(=CC=C3N1)C(=O)N([C@@H]1COC(C3=NC=CC=C31)C)C)C=NC2 4-amino-N-methyl-N-((5S)-8-methyl-5,8-dihydro-6H-pyrano[3,4-b]pyridin-5-yl)imidazo-[1,5-a]quinoxaline-8-carboxamide